C(C1=CC=CC=C1)N1N=CC(=C1)C1=CC(=NC(=C1)Cl)NC(=S)NC(OCC)=O Ethyl {[4-(1-benzyl-1H-pyrazol-4-yl)-6-chloropyridin-2-yl]carbamothioyl}carbamate